C(=O)C=1C=CC=C2CCN(CC12)C(=O)OCC1=CC=CC=C1Cl 6-chloro-Benzyl 8-formyl-3,4-dihydro-1H-isoquinoline-2-carboxylate